tris-[3-bromo-2,2-bis-(bromomethyl) propyl] phosphate P(=O)(OCC(CBr)(CBr)CBr)(OCC(CBr)(CBr)CBr)OCC(CBr)(CBr)CBr